ClC1=C(C=CC=C1F)C1N(CCC1)C1=NC=C(C(=O)OC)C=C1 methyl 6-(2-(2-chloro-3-fluorophenyl)pyrrolidin-1-yl)nicotinate